FC(S(=O)(=O)OC1=NSC2=CN=CC(=C21)Br)(F)F (4-bromoisothiazolo[5,4-c]pyridin-3-yl) trifluoromethanesulfonate